ClC1=CC=C(S1)S(=O)(=O)NN(CC#C)C1=CC=CC=C1 5-chloro-N'-phenyl-N'-prop-2-yn-1-ylthiophene-2-sulfonyl-hydrazine